(trans)-Ethyl 2-(4-(6-(2-chloro-3,4-difluorophenyl)-5-(methoxycarbonyl)-2-(thiazol-2-yl)-3,6-dihydropyrimidin-4-yl)cyclohexyl)pyrimidine-5-carboxylate ClC1=C(C=CC(=C1F)F)C1C(=C(NC(=N1)C=1SC=CN1)[C@@H]1CC[C@H](CC1)C1=NC=C(C=N1)C(=O)OCC)C(=O)OC